NC1=CC=C(C(NCC(=O)[O-])=O)C=C1 p-Aminohippurat